1-(1-(4,6-dichloropyridin-3-yl)ethyl)-6-(3-((R)-1-(2-hydroxyethyl)piperidin-3-yl)azetidin-1-yl)-1H-pyrazolo[4,3-b]pyridine-3-carbonitrile ClC1=C(C=NC(=C1)Cl)C(C)N1N=C(C2=NC=C(C=C21)N2CC(C2)[C@@H]2CN(CCC2)CCO)C#N